ClC1=C(C=C2C(C(=CN(C2=C1)C1CC1)C(=O)O)=O)F 7-chloro-1-cyclopropyl-6-fluoro-4-oxo-1,4-dihydro-quinoline-3-carboxylic acid